COC=1C=C(CN(C2=CC=C(OCCOC=3C=C(N(C)C)C=CC3)C=C2)CC2=CC(=CC=C2)OC)C=CC1 3-(2-(4-(bis(3-methoxybenzyl)amino)phenoxy)ethoxy)-N,N-dimethylaniline